NC1=NC(=C(C=2C1=NN(N2)CC2=NC=CC=C2)C2=NC=NC=C2)C2=C(C#N)C=CC=C2 (4-amino-2-(pyridin-2-ylmethyl)-7-(pyrimidin-4-yl)-2H-[1,2,3]triazolo[4,5-c]pyridin-6-yl)benzonitrile